tert-butyl (2-iodo-1-((2-(trimethylsilyl)ethoxy)methyl)-1H-pyrrolo[3,2-c]pyridin-6-yl)(tetrahydro-2H-pyran-4-yl)carbamate IC1=CC=2C=NC(=CC2N1COCC[Si](C)(C)C)N(C(OC(C)(C)C)=O)C1CCOCC1